R-1-amino-propan-2-ol NC[C@@H](C)O